FC(CCCN1N=CC(=C1)NC(OC(C)(C)C)=O)F tert-butyl (1-(4,4-difluorobutyl)-1H-pyrazol-4-yl)carbamate